CN1N=CC2=C1C(N(CCO2)C2=C(C=C(C(=C2)C)B2OC(C(O2)(C)C)(C)C)F)=O 1-methyl-7-(2-fluoro-5-methyl-4-(4,4,5,5-tetramethyl-1,3,2-dioxaborolan-2-yl)phenyl)-6,7-dihydro-1H-pyrazolo[3,4-f][1,4]oxazepin-8(5H)-one